ClC=1C=C(C=C(C1OC1=NNC(C(=C1)C(C)CC)=O)Cl)N1N=C(C(NC1=O)=O)C#N 2-[3,5-dichloro-4-(5-sec-butyl-6-oxo-1,6-dihydro-pyridazin-3-yloxy)-phenyl]-3,5-dioxo-2,3,4,5-tetrahydro-[1,2,4]triazine-6-carbonitrile